1-(1H-pyrrolo[2,3-c]pyridin-3-yl)ethanone N1C=C(C=2C1=CN=CC2)C(C)=O